(R)-1-(2-chloro-4-(5-(2,3-difluoro-4-(fluoromethoxy)phenyl)-1-methyl-1H-imidazole-2-carboxamido)benzoyl)-N-(pyrrolidin-3-yl)piperidine-4-carboxamide 2,2,2-trifluoroacetate FC(C(=O)O)(F)F.ClC1=C(C(=O)N2CCC(CC2)C(=O)N[C@H]2CNCC2)C=CC(=C1)NC(=O)C=1N(C(=CN1)C1=C(C(=C(C=C1)OCF)F)F)C